FC(C=1C=C(C=C(C1)C(F)(F)F)[B-](C1=CC(=CC(=C1)C(F)(F)F)C(F)(F)F)(C1=CC(=CC(=C1)C(F)(F)F)C(F)(F)F)C1=CC(=CC(=C1)C(F)(F)F)C(F)(F)F)(F)F.C(CCC)[NH+](CCCC)CCCC tri(n-butyl)ammonium tetrakis{3,5-di(trifluoromethyl)phenyl}borate